OC1=C(C=C(C=C1O)S(=O)(=O)[O-])S(=O)(=O)[O-] 4,5-dihydroxybenzene-1,3-disulfonate